2-Cyano-2-methyl-propionic acid methyl ester COC(C(C)(C)C#N)=O